C(C)(C)(C)OC(=O)NC1(CC(C1)N1CCN(CC1)C(=O)OCC1=CC=CC=C1)C benzyl 4-((1r,3r)-3-((tert-butoxycarbonyl)amino)-3-methylcyclobutyl)piperazine-1-carboxylate